ClC1=CC=C(C=C1)C1=C(C=CC=C1)CN1CCC2(CN(C2)CC=2C=C3CN(C(C3=CC2)=O)C2C(NC(CC2)=O)=O)CC1 3-(5-((7-((4'-chloro-[1,1'-biphenyl]-2-yl)methyl)-2,7-diazaspiro[3.5]nonan-2-yl)methyl)-1-oxoisoindolin-2-yl)piperidine-2,6-dione